O\N=C/1\[C@@H]2CC[C@@H](C2)C12CCCCC2 (1S,4R,Z)-3-(hydroxyimino)spiro[bicyclo[2.2.1]heptane-2,1'-cyclohexan]